N-hydroxyethyl-1,2-diaminoethane OCCNCCN